2,4-dideoxy-β-D-erythro-hexo-pyranose O[C@H]1C[C@H](O)C[C@H](O1)CO